C1(=CC=CC=C1)NC=1C=C2C=CN(C2=C(C1)C(=O)NC1(CC1)C1=CC=C(C(=O)O)C=C1)CC1=CC=C(C=C1)C(F)(F)F 4-(1-(5-(phenylamino)-1-(4-(trifluoromethyl)benzyl)-1H-indol-7-amido)cyclopropyl)benzoic acid